tert-Butyl 2-((8-(2-hydroxyethyl)-3,7-dimethyl-2,6-dioxo-2,3-dihydro-6H-purin-1(7H)-yl)methyl)-1H-indole-1-carboxylate OCCC1=NC=2N(C(N(C(C2N1C)=O)CC=1N(C2=CC=CC=C2C1)C(=O)OC(C)(C)C)=O)C